FC(CC(CF)(F)F)(F)F 1,1,1,3,3,4-hexafluorobutane